CSC1=CC=C(C=C1)C=1SC=CC1 4-methylthio-1-(2-thienyl)benzene